methyl (S)-2-(1-(4-(2-(4-(3-(4-(aminomethyl)phenyl)ureido)phenyl)acetyl) morpholine-3-carbonyl)piperidin-4-yl)acetate NCC1=CC=C(C=C1)NC(NC1=CC=C(C=C1)CC(=O)N1[C@@H](COCC1)C(=O)N1CCC(CC1)CC(=O)OC)=O